FC(C(=O)NC1=CC2=C(N=C(O2)C)C=C1)(F)F 2,2,2-trifluoro-N-(2-methylbenzo[d]oxazol-6-yl)acetamide